NC=1C(=NC=NC1)C1=NC=NC(=C1)N(C(OC(C)(C)C)=O)C(=O)OC(C)(C)C tert-butyl N-{5'-amino-[4,4'-bipyrimidin]-6-yl}-N-(tert-butoxycarbonyl)carbamate